N-acetyl-S-methyl-methionine C(C)(=O)N[C@@H](CC[S+](C)C)C(=O)O